CC1=CN=CC2=CC=C(C=C12)C=1C=NN2C1C=CC(=C2)C(F)(F)F 4-methyl-6-(6-(trifluoromethyl)pyrazolo[1,5-a]pyridin-3-yl)isoquinoline